C(CCCC(=O)OCCCCCCCCCCCCCC)(=O)OC[C@]1(O[C@H](C[C@@H]1O)N1C2=NC(=NC(=C2N=C1)N)F)C#C 1-[(2R,3S,5R)-5-(6-amino-2-fluoro-9H-purin-9-yl)-2-ethynyl-3-hydroxyoxolan-2-yl]methyl 5-tetradecyl pentanedioate